N[C@H](C(=O)NCC1(CCCCC1)CC(NC=1SC2=C(N1)C=CC(=C2)OC(F)(F)F)=O)C (S)-2-amino-N-((1-(2-oxo-2-((6-(trifluoromethoxy)benzo[d]thiazol-2-yl)amino)ethyl)cyclohexyl)methyl)propanamide